(1S)-2-[1-(trifluoromethyl)cyclopropanecarbonyl]isoindoline-1-carboxylic acid FC(C1(CC1)C(=O)N1[C@@H](C2=CC=CC=C2C1)C(=O)O)(F)F